CS(=O)(=O)CCC(C)O 4-(methylsulfonyl)butan-2-ol